N1=C(C=NC2=CC=CC=C12)C=1C=NN(C1)C1CCN(CC1)CC(=O)O 2-(4-(4-(quinoxalin-2-yl)-1H-pyrazol-1-yl)piperidin-1-yl)acetic acid